COC1=CC=C2C3(CC=4C(=NOC4C2=C1)N)CCC3 8'-methoxy-4'H-spiro[cyclobutane-1,5'-naphtho[2,1-d][1,2]oxazol]-3'-amine